Methyl 6-chloro-3-[[(1R)-1-[3,6-dimethyl-2-(2-methyl-1,3-benzothiazol-6-yl)-4-oxo-chromen-8-yl]ethyl]amino]pyridine-2-carboxylate ClC1=CC=C(C(=N1)C(=O)OC)N[C@H](C)C=1C=C(C=C2C(C(=C(OC12)C1=CC2=C(N=C(S2)C)C=C1)C)=O)C